ClC=1C=CC2=C(C[C@H](CC=3N2C(=NN3)[C@@H]3CC[C@H](CC3)OC3=NC=CC=C3)NC(C)C)C1 (5R)-8-Chloro-N-(propan-2-yl)-1-[trans-4-(pyridin-2-yloxy)cyclohexyl]-5,6-dihydro-4H-[1,2,4]triazolo[4,3-a][1]benzazepin-5-amin